1-[(3S)-4-[7-[6-amino-3-(trifluoromethyl)pyridin-2-yl]-6-chloroquinazolin-4-yl]-3-methylpiperazin-1-yl]prop-2-en-1-one NC1=CC=C(C(=N1)C1=C(C=C2C(=NC=NC2=C1)N1[C@H](CN(CC1)C(C=C)=O)C)Cl)C(F)(F)F